lithium calcium magnesium sodium [Na].[Mg].[Ca].[Li]